The molecule is dianion of N-acetyl-D-glucosamine 6-phosphate arising from deprotonation of both OH groups of the phosphate. It has a role as a human metabolite and a Saccharomyces cerevisiae metabolite. It is a conjugate base of a N-acetyl-D-glucosamine 6-phosphate. CC(=O)N[C@@H]1[C@H]([C@@H]([C@H](OC1O)COP(=O)([O-])[O-])O)O